5-bromo-2-methyl-8-nitro-3,4-dihydroisoquinolin-1(2H)-one BrC1=C2CCN(C(C2=C(C=C1)[N+](=O)[O-])=O)C